BrC=1C=C(C=CC1)C[C@@H](C(=O)NC)NC(=O)C1=NN(C(=C1)C1=CC=CC=C1)CC1=CC(=CC=C1)C (S)-N-(3-(3-bromophenyl)-1-(methylamino)-1-oxopropan-2-yl)-1-(3-methylbenzyl)-5-phenyl-1H-pyrazole-3-carboxamide